3-(((allyloxy) carbonyl) (methyl) amino)-4-(dimethylamino)-4-oxobutanoate C(C=C)OC(=O)N(C(CC(=O)[O-])C(=O)N(C)C)C